FC1=C(N=C(C2=C1N=C(N=C2)SC)N2C(CC2)C)C2=CC(=CC1=CC=C(C(=C21)C#C[Si](C(C)C)(C(C)C)C(C)C)F)OCOC 8-fluoro-7-[7-fluoro-3-(methoxymethoxy)-8-[2-(triisopropylsilyl)ethynyl]naphthalen-1-yl]-2-(methylsulfanyl)pyrido[4,3-d]pyrimidin-5-yl-2-methylazetidine